C(C)(C)OC1=CC=C(C=C1)CN 1-(4-isopropoxyphenyl)methylamine